1-(4-Bromophenyl)cyclopropane-1-carbonitrile BrC1=CC=C(C=C1)C1(CC1)C#N